4-tert-butyl-N-(5-hydroxypyridin-2-yl)benzene-1-sulfonamide C(C)(C)(C)C1=CC=C(C=C1)S(=O)(=O)NC1=NC=C(C=C1)O